COC1=NC(=NC=C1C#N)N[C@H]1C[C@H](CCC1)N1C(C2=CC(=CC=C2C1)[N+](=O)[O-])=O 4-methoxy-2-(((1R,3S)-3-(6-nitro-1-oxoisoindolin-2-yl)cyclohexyl)amino)pyrimidine-5-carbonitrile